4-(4-phenoxyanilino)-5-tetrahydrofuran-2-yl-pyrimidine-2-carbaldehyde O(C1=CC=CC=C1)C1=CC=C(NC2=NC(=NC=C2C2OCCC2)C=O)C=C1